5-[methyl(pyrimidin-2-ylmethyl)amino]-4-nitro-thiophene-2-carboxylic acid CN(C1=C(C=C(S1)C(=O)O)[N+](=O)[O-])CC1=NC=CC=N1